[Si](C1=CC=CC=C1)(C1=CC=CC=C1)(C(C)(C)C)OC=1C=C(C=CC1)NC([O-])=O (3-((tert-butyldiphenylsilyl)oxy)phenyl)carbamate